C1=C(C=CC=2OC3=C(C21)C=CC=C3)[C@@H](C)NC3=CN=C(N(C3=O)CC(=O)OCCCC)C(=C)C butyl (R)-2-(5-((1-(dibenzo[b,d]furan-2-yl)ethyl)amino)-6-oxo-2-(prop-1-en-2-yl)pyrimidin-1(6H)-yl)acetate